8-(2-fluoro-5-(2,2,2-trifluoroethyl)phenyl)-9-(4-((1-(3-fluoropropyl)azetidin-3-yl)methyl)phenyl)-6,7-dihydro-5H-benzo[7]annulene-3-carboxylic acid FC1=C(C=C(C=C1)CC(F)(F)F)C=1CCCC2=C(C1C1=CC=C(C=C1)CC1CN(C1)CCCF)C=CC(=C2)C(=O)O